NC=1C(=NC(=NC1)Cl)NCC1=CC=C(C=C1)N1N=C2C(CN(CC2)C(=O)OC(C)(C)C)=C1C tert-butyl 2-(4-[[(5-amino-2-chloropyrimidin-4-yl) amino] methyl] phenyl)-3-methyl-4H,6H,7H-pyrazolo[4,3-c]pyridine-5-carboxylate